O[C@H](CN1CCNCC1)CO 4-((R)-2,3-Dihydroxypropyl)piperazin